ClC1=C(/C=C/[Si](C(C)C)(C(C)C)C(C)C)C=CC=C1 (E)-(2-chlorostyryl)triisopropylsilane